N-{4-[3-Anilino-5-(cyclopropylmethyl)-4-oxo-4,5,6,7-tetrahydro-1H-pyrrolo[3,2-c]pyridin-2-yl]pyridin-2-yl}-2-(4-fluorophenyl)acetamid N(C1=CC=CC=C1)C1=C(NC2=C1C(N(CC2)CC2CC2)=O)C2=CC(=NC=C2)NC(CC2=CC=C(C=C2)F)=O